NC1=C(SC2=NC(=CC=C21)C)C(=O)N[C@H]2COC1=C(C2)C=CC(=C1)N1CC([C@H](C1)N)(F)F 3-amino-N-[(3R)-7-[(4S)-4-amino-3,3-difluoropyrrolidin-1-yl]-3,4-dihydro-2H-1-benzopyran-3-yl]-6-methylthieno[2,3-b]pyridine-2-carboxamide